NC1=CC=C(C=C1)S(=O)(=O)N1CCN(CC1)C(=O)OC(C)(C)C tertbutyl 4-((4-aminophenyl)sulfonyl)piperazine-1-carboxylate